S1SC(C=C1)C(=O)[O-].C[Sn+2]C.S1SC(C=C1)C(=O)[O-] dimethyl-tin dithiolate